C(N)(OCC(N1CCC(CC1)C1=NC2=C(N1CCOC(F)(F)F)C=C(C=C2)C2=CN(C(C(=C2)C)=O)C)C(C)(C)C)=O (tert-butyl 2-(4-(6-(1,5-dimethyl-6-oxo-1,6-dihydropyridin-3-yl)-1-(2-(trifluoromethoxy) ethyl)-1H-benzo[d]imidazol-2-yl) piperidin-1-yl) ethyl) carbamate